OC[C@@]1(N2C[C@H]([C@@](C1=O)(CC2)C)C(F)(F)F)COC (1R,2R,4S,5S)-2-(hydroxymethyl)-2-(methoxymethyl)-4-methyl-5-(trifluoromethyl)quinuclidin-3-one